[2-(trifluoromethyl)cyclopropyl]methanol FC(C1C(C1)CO)(F)F